Dodecyl Sulfate Sulfate S(=O)(=O)(O)O.S(=O)(=O)(OCCCCCCCCCCCC)O